C(CCCCCCC\C=C\CCCCCCCC)(=O)OCCCCCCC(C)C isononyl elaidate